C(C)(C)C1=NN(C(C2=CC=3C=CSC3N12)=O)CC(=O)N[C@H]1CN(CCC1)C(C)C 2-(12-Isopropyl-9-oxo-3-thia-1,10,11-triazatricyclo[6.4.0.02,6]dodeca-2(6),4,7,11-tetraen-10-yl)-N-[(3R)-1-isopropyl-3-piperidinyl]acetamide